1-[4-(1-tert-Butoxycarbonyl-azetidin-3-yl)phenyl]-4,4-difluoro-piperidine-2-carboxylic acid C(C)(C)(C)OC(=O)N1CC(C1)C1=CC=C(C=C1)N1C(CC(CC1)(F)F)C(=O)O